tert-butyl (S)-3-(6-methoxypyridin-3-yl)-5-oxopiperidine-1-carboxylate COC1=CC=C(C=N1)[C@H]1CN(CC(C1)=O)C(=O)OC(C)(C)C